7-Hydroxy-4-oxo-2-phenyl-4H-chromene-8-carbaldehyde OC1=CC=C2C(C=C(OC2=C1C=O)C1=CC=CC=C1)=O